C[C@@H]1N(CC1)C1=NC(=CC(=N1)N1CC2(C1)CC(C2)C(=O)O)C(F)(F)F (S)-2-(2-(2-Methylazetidin-1-yl)-6-(trifluoromethyl)pyrimidin-4-yl)-2-azaspiro[3.3]heptane-6-carboxylic acid